(1R,3S,5R)-2-(2-(3-acetyl-5-(2-(hydroxymethyl)pyrimidin-5-yl)-7-methyl-1H-indazol-1-yl)acetyl)-N-(6-bromo-4-methoxypyridin-2-yl)-5-methyl-2-azabicyclo[3.1.0]hexane-3-carboxamide C(C)(=O)C1=NN(C2=C(C=C(C=C12)C=1C=NC(=NC1)CO)C)CC(=O)N1[C@@H]2C[C@@]2(C[C@H]1C(=O)NC1=NC(=CC(=C1)OC)Br)C